6-cyano-1-methyl-4-[4-methyl-4-(5-methyl-1,3-benzooxazol-2-yl)piperidin-1-yl]-2-oxo-1,2-dihydroquinoline-3-carboxamide C(#N)C=1C=C2C(=C(C(N(C2=CC1)C)=O)C(=O)N)N1CCC(CC1)(C=1OC2=C(N1)C=C(C=C2)C)C